[Br-].[NH3+]C1=CC=CC=C1 anilinium bromide salt